OC[C@H](C1=CC=CC=C1)NC1=NC(=NC=C1C1=NC(=NO1)C1=CC=NC=C1)NC1=CC=C2C(=N1)C(NC2=O)(C)C (S)-2-((4-((2-hydroxy-1-phenylethyl)amino)-5-(3-(pyridin-4-yl)-1,2,4-oxadiazol-5-yl)pyrimidin-2-yl)amino)-7,7-dimethyl-6,7-dihydro-5H-pyrrolo[3,4-b]pyridin-5-one